1-(5-(4-AMINO-7-CYCLOPROPYL-7H-PYRROLO[2,3-D]PYRIMIDIN-5-YL)IMIDAZO[1,2-A]PYRIDIN-8-YL)-3-(5-METHYLISOXAZOL-3-YL)UREA NC=1C2=C(N=CN1)N(C=C2C2=CC=C(C=1N2C=CN1)NC(=O)NC1=NOC(=C1)C)C1CC1